O(C1=CC=CC=C1)CC(=O)OCC(=O)OC[C@@H]1O[C@@H](CCC1)C1=CC(=C(C=C1)Cl)C1=CC=C(C=C1)OCC (2R,3R,4R,5S,6S)-2-((2-Phenoxyacetoxyacetoxy)methyl)-6-(4-chloro-3-(4-ethoxyphenyl)phenyl)tetrahydro-2H-pyran